N[C@H]1[C@H](N(CC1)C(CN1N=C2C3CCC(C2=C1C(F)(F)F)C3)=O)C3=C(C(=CC=C3)OC)C 1-[(2R,3R)-3-Amino-2-(3-methoxy-2-methyl-phenyl)pyrrolidine-1-yl]-2-[5-(trifluoromethyl)-3,4-diazatricyclo[5.2.1.02,6]deca-2,5-dien-4-yl]ethanone